2-fluoro-6-(3-((2-methoxyethyl)amino)-1,1-dioxo-4H-benzo[e][1,2,4]thiadiazin-5-yl)benzonitrile FC1=C(C#N)C(=CC=C1)C1=CC=CC2=C1NC(=NS2(=O)=O)NCCOC